C/C(/C(=O)OCC)=C\C1=CC=C2C(=CNC(C2=C1)=O)C1=C(C=CC=C1)C ethyl (E)-2-methyl-3-(1-oxo-4-(o-tolyl)-1,2-dihydroisoquinolin-7-yl)acrylate